2-phenyl-4-aminoquinazoline hydrochloride Cl.C1(=CC=CC=C1)C1=NC2=CC=CC=C2C(=N1)N